C(=O)O.BrC1=CC=C(CNC(CN2N=C(C(=C2)C2=CC=NC3=CC=CC=C23)C2=NC=CC=C2)=O)C=C1 N-(4-bromobenzyl)-2-(3-(pyridin-2-yl)-4-(quinolin-4-yl)-1H-pyrazol-1-yl)acetamide Trans-format